C1(CCCC1)NC(=O)N1CC2=CC(=CC=C2CC1)OC1=CC=C(C=C1)C(F)(F)F N-cyclopentyl-7-(4-(trifluoromethyl)phenoxy)-3,4-dihydroisoquinoline-2(1H)-carboxamide